C(C1=CC=CC=C1)OC[C@@H](C(F)F)N[S@@](=O)C(C)(C)C (S)-N-((S)-3-(benzyloxy)-1,1-difluoropropan-2-yl)-2-methylpropane-2-sulfinamide